C(C)C(COC(=O)C1=CC=C(NC2=NC(=NC(=N2)NC2=CC=C(C=C2)C(=O)OCC(CCCC)CC)NC2=CC=C(C=C2)C(=O)OCC(CCCC)CC)C=C1)CCCC 2,4,6-tris[4-(2-ethylhexyl-oxycarbonyl)anilino]-1,3,5-triazine